tert-butyl (6-(trans-4-(1-(2-(ethyl(3-ethylphenyl)amino)-2-oxoethyl)-1H-indole-2-carboxamido)cyclohexane-1-carboxamido)hexyl)carbamate C(C)N(C(CN1C(=CC2=CC=CC=C12)C(=O)N[C@@H]1CC[C@H](CC1)C(=O)NCCCCCCNC(OC(C)(C)C)=O)=O)C1=CC(=CC=C1)CC